COC(=O)C=1N=C2N(N=C(C=C2C=2C(=NN(C2)C([2H])([2H])[2H])C2=CC=C(C=C2)F)Cl)C1 6-chloro-8-(3-(4-fluorophenyl)-1-(methyl-d3)-1H-pyrazol-4-yl)imidazo[1,2-b]pyridazine-2-carboxylic acid methyl ester